6-((1H-Pyrazol-1-yl)methyl)-N-(2-(4-cyanothiazolidin-3-yl)-2-oxoethyl)quinoline-4-carboxamide N1(N=CC=C1)CC=1C=C2C(=CC=NC2=CC1)C(=O)NCC(=O)N1CSCC1C#N